(S)-3-(3-fluoro-4-(6-(2-propyl-2H-tetrazol-5-yl)pyridin-3-yl)phenyl)-5-(hydroxymethyl)oxazolidin-2-one FC=1C=C(C=CC1C=1C=NC(=CC1)C=1N=NN(N1)CCC)N1C(O[C@@H](C1)CO)=O